N-(5-cyclopropyl-1H-pyrazol-3-yl)-2-[(3S)-3-(methylaminomethyl)-1-piperidinyl]pyrimidin-4-amine C1(CC1)C1=CC(=NN1)NC1=NC(=NC=C1)N1C[C@@H](CCC1)CNC